NC1=CC=C(C(=O)C(C)O)C=C1 4-aminobenzoyl-ethanol